[N+](=[N-])=CC(CC[C@@H](C(=O)OC(C)C)NC([C@H](CCSC)OC([2H])([2H])[2H])=O)=O isopropyl (S)-6-diazo-2-((S)-2-(methoxy-d3)-4-(methylthio)butanamido)-5-oxohexanoate